3-[[(1R)-1-(3,6-Dimethyl-4-oxo-2-phenyl-chromen-8-yl)ethyl]amino]-N-(1H-indol-5-ylmethyl)pyridine-2-carboxamide CC1=C(OC2=C(C=C(C=C2C1=O)C)[C@@H](C)NC=1C(=NC=CC1)C(=O)NCC=1C=C2C=CNC2=CC1)C1=CC=CC=C1